N-(2-(2-cyano-4,4-difluoropyrrolidin-1-yl)-2-oxoethyl)-6-(4-fluorophenylvinyl)quinoline-4-carboxamide C(#N)C1N(CC(C1)(F)F)C(CNC(=O)C1=CC=NC2=CC=C(C=C12)C=CC1=CC=C(C=C1)F)=O